ethoxy-3-oxopropanoic acid C(C)OC(C(=O)O)C=O